methyl 2-(2,2-dimethoxyethylsulfanyl)-5-iodo-benzoate COC(CSC1=C(C(=O)OC)C=C(C=C1)I)OC